6-((2R,4S)-2-(2,5-difluorophenyl)-4-fluoropyrrolidin-1-yl)pyridazine FC1=C(C=C(C=C1)F)[C@@H]1N(C[C@H](C1)F)C1=CC=CN=N1